tert-butyl N-[(5-bromopyridin-2-yl)-methyl-oxo-λ6-sulfanylidene]carbamate BrC=1C=CC(=NC1)S(=NC(OC(C)(C)C)=O)(=O)C